7-amino-5-chloro-benzoxazol-2-one NC1=CC(=CC=2NC(OC21)=O)Cl